C(C)(C)(C)C1=C(C(=C(C(=C1)NCCCl)C1=CC=CC=C1)F)N(C(O)=O)CC1=CC=C(C=C1)F.BrC1=C(C=CC=C1)C(C)(C)C1=CC=CC=C1 1-bromo-2-(2-phenylprop-2-yl)benzene tert-butyl-6-(2-chloroethylamino)-2-fluorobiphenyl-3-yl(4-fluorobenzyl)carbamate